7-Chloro-5-(4-hydroxyphenyl)-1-methyl-3-(naphthalen-2-yl-methyl)-4,5-dihydro-1H-benzo[b][1,4]diazepin-2(3H)-on ClC1=CC2=C(N(C(C(CN2C2=CC=C(C=C2)O)CC2=CC3=CC=CC=C3C=C2)=O)C)C=C1